4-(4-(5-(((2-(2,6-dioxopiperidin-3-yl)-1,3-dioxoisoindolin-4-yl)amino)methyl)oxazol-2-yl)piperazin-1-yl)-3-fluorobenzonitrile O=C1NC(CCC1N1C(C2=CC=CC(=C2C1=O)NCC1=CN=C(O1)N1CCN(CC1)C1=C(C=C(C#N)C=C1)F)=O)=O